(6,7-dichloro-1,3,4,5-tetrahydro-2H-pyrido[4,3-b]indol-2-yl)(6-methoxypyridazin-3-yl)methanone ClC1=C(C=CC=2C3=C(NC12)CCN(C3)C(=O)C=3N=NC(=CC3)OC)Cl